(1-methyl-4-(trifluoromethyl)-1H-imidazol-2-yl)benzonitrile CN1C(=NC(=C1)C(F)(F)F)C1=C(C#N)C=CC=C1